methyl (4'-chloro-2'-fluoro-[1,1'-biphenyl]-4-carbonyl)glycinate ClC1=CC(=C(C=C1)C1=CC=C(C=C1)C(=O)NCC(=O)OC)F